tetradecylphenyl ether C(CCCCCCCCCCCCC)OC1=CC=CC=C1